5-{1-fluoro-3-hydroxy-7-[(3-methyloxetan-3-yl)methoxy]naphthalen-2-yl}-1λ6,2,5-thiadiazolidine-1,1,3-trione FC1=C(C(=CC2=CC=C(C=C12)OCC1(COC1)C)O)N1CC(NS1(=O)=O)=O